C(C=C)(=O)N1[C@H](CN(C[C@H]1C)C1=NC(N2C3=C(C(=C(C=C13)C(F)(F)F)C1=C(C=C(C=C1)F)F)SC[C@@H]2CN(C)C)=O)C (3S,10S)-7-((3S,5R)-4-acryloyl-3,5-dimethylpiperazin-1-yl)-10-(2,4-difluorophenyl)-3-((dimethylamino)methyl)-9-(trifluoromethyl)-2,3-dihydro-5H-[1,4]thiazino[2,3,4-ij]quinazolin-5-one